C1C2N(CCN1C=O)CCC2 (hexahydropyrrolo[1,2-a]pyrazin-2(1H)-yl)methanone